N-hydroxy-6-(trifluoromethyl)nicotinamide ONC(C1=CN=C(C=C1)C(F)(F)F)=O